6-bromo-4-ethyl-3-(4-(methylsulfonyl)phenyl)quinolin-2(1H)-one BrC=1C=C2C(=C(C(NC2=CC1)=O)C1=CC=C(C=C1)S(=O)(=O)C)CC